ClC1=C(C(=O)N[C@H](C(=O)O)CC2=CC=C(C=C2)N2C(N(C3=C2C(=CC=C3)OC)C)=O)C(=CC=C1)F (S)-2-(2-chloro-6-fluorobenzoylamino)-3-(4-(7-methoxy-3-methyl-2-oxo-2,3-dihydro-1H-benzo[d]imidazol-1-yl)phenyl)propionic acid